2-(2,6-dioxopiperidin-3-yl)-1-oxo-N-(6-(p-tolyl)spiro[3.3]heptan-2-yl)isoindoline-5-carboxamide O=C1NC(CCC1N1C(C2=CC=C(C=C2C1)C(=O)NC1CC2(C1)CC(C2)C2=CC=C(C=C2)C)=O)=O